5-methoxy-6-morpholinonicotinaldehyde COC=1C(=NC=C(C=O)C1)N1CCOCC1